C12C(CCC(CC1)N2)C(=O)N 8-azabicyclo[3.2.1]octane-2-carboxamide